dipropyl-bicyclo[2.2.1]hept-5-ene-2,3-dicarboxylic acid C(CC)C1=C(C2C(C(C1C2)C(=O)O)C(=O)O)CCC